(S)-3-(1-hydroxypropan-2-yl)-8-(1H-imidazol-1-yl)-6-(4-(trifluoromethoxy)-phenyl)pyrido[3,4-d]pyrimidin-4(3H)-one OC[C@H](C)N1C=NC2=C(C1=O)C=C(N=C2N2C=NC=C2)C2=CC=C(C=C2)OC(F)(F)F